(S)-2-amino-N-(3-ethyl-1-(m-tolyl)-1H-indazol-6-yl)-3-hydroxypropanamide hydrochloride Cl.N[C@H](C(=O)NC1=CC=C2C(=NN(C2=C1)C=1C=C(C=CC1)C)CC)CO